C(C)(C)(C)OC(=O)N1C[C@H](OC2=C(C1)C=C1CCCCC1=C2)CC (R)-2-ethyl-2,3,7,8,9,10-hexahydronaphtho[2,3-f][1,4]oxazepin-4(5H)-carboxylic acid tert-butyl ester